bromoamine oxide Br[NH2]=O